ClN1OCCCCC1(C1=CC=CC=C1)S(=O)(=O)C 2-chloro-methylsulfonylphenyl-oxazepane